N-[4-cyano-3-(trifluoromethyl)-phenyl]-3-[(4-fluorophenyl)-sulfonyl]-2-hydroxy-2-methylpropanamide C(#N)C1=C(C=C(C=C1)NC(C(CS(=O)(=O)C1=CC=C(C=C1)F)(C)O)=O)C(F)(F)F